1-palmitoyl-2-oleoyl-sn-glycero-3-phosphoryl-L-serine sodium salt [Na+].C(CCCCCCCCCCCCCCC)(=O)OC[C@@H](OC(CCCCCCC\C=C/CCCCCCCC)=O)COP(=O)(O)OC[C@H](N)C(=O)[O-]